2-methyl-4-ethyl-1,3-phenylenediamine CC1=C(C=CC(=C1N)CC)N